nonane-2,7-diol CC(CCCCC(CC)O)O